ClC1=C(C=CC=C1F)[C@@H]1N(CCOCC1)C=1C(=NC=CN1)C(=O)N[C@H](C)\C=C\S(=O)(=O)C ((R)-5-(2-Chloro-3-fluorophenyl)-1,4-oxazepan-4-yl)-N-((R,E)-4-(methylsulfonyl)but-3-en-2-yl)pyrazine-2-carboxamide